COC(CC=1N=C(SC1C)Br)=O (2-bromo-5-methylthiazol-4-yl)acetic acid methyl ester